CC1=C(C(=CC=C1C(C)(C)C)C)O 2,6-dimethyl-3-tert-butylphenol